C(CCC)S(=O)(=O)NC=1C=C(C=C(C(=O)N)C1)C(=O)N(C1=CC(=CC=C1)C)C1=CC(=CC=C1)C 5-(N-butyl-sulfonylamino)-[N',N'-bis(3-methylphenyl)]-isophthalamide